CC(C)NC(C)=NC1=CC=C(C=C1)C=1N=C(NC1)C N-(1-methylethyl)-N'-(4-(2-methyl-1H-imidazol-4-yl)phenyl)-ethanimidamide